(S)-4-(4-(tert-Butoxycarbonyl)-2-methylpiperazin-1-yl)-7-(4-chloropyridin-2-yl)-7H-pyrrolo[2,3-d]pyrimidine-5-carboxylic acid methyl ester COC(=O)C1=CN(C=2N=CN=C(C21)N2[C@H](CN(CC2)C(=O)OC(C)(C)C)C)C2=NC=CC(=C2)Cl